NC1=NC(=C(C=C1C1=C(C=C2C(NC=NC2=C1)=O)F)C1=CC=C(C=C1)N1CCN(CC1)CC1CC1)F 7-(2-amino-5-(4-(4-(cyclopropylmethyl)piperazin-1-yl)phenyl)-6-fluoropyridin-3-yl)-6-fluoroquinazolin-4(3H)-one